[Si]=O.[Li] LITHIUM SILICON OXIDE